3-(difluoromethyl)-4-nitrobenzoic acid FC(C=1C=C(C(=O)O)C=CC1[N+](=O)[O-])F